6'-fluoro-4'-oxospiro[azetidine-3,2'-chromane] FC=1C=C2C(CC3(OC2=CC1)CNC3)=O